methoxyphenyl-acetic acid methyl ester COC(C(C1=CC=CC=C1)OC)=O